FC(CN1N=CC=2C1=NC(=CN2)N[C@@H]2C[C@H]1CN(C[C@H]1CC2)C2=NC(=CC=C2)C(F)(F)F)F 1-(2,2-difluoroethyl)-N-((3aR,5S,7aS)-2-(6-(trifluoromethyl)pyridin-2-yl)octahydro-1H-isoindol-5-yl)-1H-pyrazolo[3,4-b]pyrazin-6-amine